[N+](=O)([O-])C1=CC=C(C=C1)N1CCN(CCC1=O)C(=O)OC(C)(C)C tert-butyl 4-(4-nitrophenyl)-5-oxo-1,4-diazepane-1-carboxylate